1-(2-(aminomethyl)-6-cyclopropyl-imidazo[1,2-a]pyridin-8-yl)-4-methyl-1,2,4-triazolidine-3,5-dione hydrochloride Cl.NCC=1N=C2N(C=C(C=C2N2NC(N(C2=O)C)=O)C2CC2)C1